BrC=1SC(=C(N1)C1=C(C=CC=C1C)C)N1CC(OCC1)CCCC(C)(C)C 4-(2-bromo-4-(2,6-dimethylphenyl)thiazol-5-yl)-2-(4,4-dimethylpentyl)morpholine